(S)-3-((4-amino-6-(trifluoromethyl)pyridin-2-yl)oxy)pyrrolidine-1-carboxylic acid tert-butyl ester C(C)(C)(C)OC(=O)N1C[C@H](CC1)OC1=NC(=CC(=C1)N)C(F)(F)F